CN(C=1C=C(C(=O)Cl)C=C(C1)N(C)C)C 3,5-bis-(dimethylamino)benzoyl chloride